C1(=CC=CC=C1)N1C(C=CC1=O)=O N-Phenylmaleimid